CN(C=1C=C(C=CC1)S(=O)(=NC=1N=C2N(C=CC(=C2)C2=NOC(=N2)C(F)(F)F)C1)C)C (3-(dimethylamino)phenyl)(methyl)((7-(5-(trifluoromethyl)-1,2,4-oxadiazol-3-yl)imidazo[1,2-a]pyridin-2-yl)imino)-λ6-sulfanone